(R)-(3-(benzylthio)-6,7-dihydro-5H-pyrazolo[5,1-b][1,3]oxazin-6-yl)(methyl)carbamic acid tert-butyl ester C(C)(C)(C)OC(N(C)[C@@H]1CN2C(OC1)=C(C=N2)SCC2=CC=CC=C2)=O